FC1=CC=C(C(=N1)C)OC1=C(C(=O)NC2=CC(=CC=C2)[S@@](=O)N(C(COC)=O)C)C(=C(C=N1)C(F)(F)F)C (R)-2-((6-fluoro-2-methylpyridin-3-yl)oxy)-N-(3-(N-(2-methoxyacetyl)-S-methylaminosulfinyl)phenyl)-4-methyl-5-(trifluoromethyl)nicotinamide